ethyl 2-(1H-benzo[d]imidazol-2-yl)-5-(benzyl-oxy)-6-methoxy-1,2,3,4-tetrahydroisoquinoline-3-carboxylate N1C(=NC2=C1C=CC=C2)N2CC1=CC=C(C(=C1CC2C(=O)OCC)OCC2=CC=CC=C2)OC